COC1=C2C(C(=C(OC2=CC(=C1)OC)C1=CC(=C(C(=C1)OC)OC)OC)OCCCSC1=NC2=C(N1S(=O)(=O)C1=CC=C(C=C1)[N+](=O)[O-])C=CC=C2)=O 5,7-dimethoxy-3-(3-((1-((4-nitrophenyl)sulfonyl)-1H-benzimidazol-2-yl)thio)propoxy)-2-(3,4,5-trimethoxyphenyl)-4H-chromen-4-one